(20Z,23Z)-1-bromo-10-(10-cyclohexyldecyl)-8,8-dimethyl-7,9,11-trioxa-8-silanonacosa-20,23-diene BrCCCCCCO[Si](OC(OCCCCCCCC\C=C/C\C=C/CCCCC)CCCCCCCCCCC1CCCCC1)(C)C